ClC1=CC(=C2C(=N1)C(NC2)=O)C=C chloro-4-vinyl-5,6-dihydro-7H-pyrrolo[3,4-b]pyridin-7-one